FC=1C(=C(O[C@H]2C[C@@H](CC2)NC(OC(C)(C)C)=O)C=C(C1)C)C1=CC=NO1 tert-butyl ((1R,3R)-3-(3-fluoro-2-(isoxazol-5-yl)-5-methylphenoxy)cyclopentyl)carbamate